C1(CC1)C1=CC(=NN1)NC(C(C)C=1C=C(C=CC1)C1=CC(=C(C=C1)NC(C=C)=O)F)=O N-(3'-(1-((5-Cyclopropyl-1H-pyrazol-3-yl)amino)-1-oxopropan-2-yl)-3-fluoro-[1,1'-biphenyl]-4-yl)acrylamid